7-(2-Acrylamidophenyl)-2-(4-fluoro-3-methylphenyl)-4,5,6,7-tetrahydropyrazolo[1,5-a]pyrimidine-3-carboxamide C(C=C)(=O)NC1=C(C=CC=C1)C1CCNC=2N1N=C(C2C(=O)N)C2=CC(=C(C=C2)F)C